C(C)(=O)N1CCC(CC1)C1=NC=2C(=C3C(=NC2)NC=C3)N1C1CCC(CC1)CC#N 2-((1r,4r)-4-(2-(1-acetylpiperidin-4-yl)imidazo[4,5-d]Pyrrolo[2,3-b]Pyridin-1(6H)-yl)cyclohexyl)acetonitrile